C(C)C1=C(C=CC=C1)[C@]1(C[C@@H]2[C@H](N(OC2(C)C)C)[C@H](C1)C)C |r| rac-(3aR,5R,7S,7aR)-5-(2-ethylphenyl)-1,3,3,5,7-pentamethyl-Octahydrobenzo[c]isoxazole